2-(4-cyclopropyl-6-methoxy-pyrimidin-5-yl)pyrido[2,3-d]pyrimidin-4-ol C1(CC1)C1=NC=NC(=C1C=1N=C(C2=C(N1)N=CC=C2)O)OC